acryloxypropyl-tribromosilane C(C=C)(=O)OCCC[Si](Br)(Br)Br